N-(1-carboxyethyl)-D-alanine C(=O)(O)C(C)N[C@H](C)C(=O)O